6-[8-(1,3-benzothiazol-2-ylcarbamoyl)-3,4-dihydroisoquinolin-2(1H)-yl]-3-[1-(2-cyclohexylethyl)-1H-pyrazol-4-yl]pyridine-2-carboxylic acid S1C(=NC2=C1C=CC=C2)NC(=O)C=2C=CC=C1CCN(CC21)C2=CC=C(C(=N2)C(=O)O)C=2C=NN(C2)CCC2CCCCC2